4-(1-((6-chloropyridazin-3-yl)methyl)-1H-1,2,3-triazol-4-yl)-6-methoxy-1-(tetrahydro-2H-pyran-2-yl)-1H-indazole ClC1=CC=C(N=N1)CN1N=NC(=C1)C1=C2C=NN(C2=CC(=C1)OC)C1OCCCC1